OC(C#CC1=CC2=C(OC[C@@H](C(N2C)=O)NC(C2=NC=CC(=C2)CC2=NC(=CC=C2)C)=O)C=C1)(C)C (S)-N-(7-(3-hydroxy-3-methylbut-1-yn-1-yl)-5-methyl-4-oxo-2,3,4,5-tetrahydrobenzo[b][1,4]oxazepin-3-yl)-4-((6-methylpyridin-2-yl)methyl)picolinamide